3-(4,4-difluorocyclohexyl)-6,7-difluoro-3-(3-fluoro-4-(4,4,5,5-tetra-methyl-1,3,2-dioxaborolan-2-yl)phenyl)indolin-2-one FC1(CCC(CC1)C1(C(NC2=C(C(=CC=C12)F)F)=O)C1=CC(=C(C=C1)B1OC(C(O1)(C)C)(C)C)F)F